C(C)(C)(C)C=1C=C(C=C(C1O)C(C)(C)C)C(C(C(=O)OCC(CO)(CO)CO)(C1=CC(=C(C(=C1)C(C)(C)C)O)C(C)(C)C)C1=CC(=C(C(=C1)C(C)(C)C)O)C(C)(C)C)C1=CC(=C(C(=C1)C(C)(C)C)O)C(C)(C)C pentaerythritol tetrakis(3',5'-di-tert-butyl-4-hydroxyphenyl)propionate